6-amino-7-fluoro-4-propynyl-1,4-benzoxazin NC=1C(=CC2=C(N(C=CO2)C#CC)C1)F